(R)-7-(3,4-dichloro-5-fluoro-1H-indole-2-carbonyl)hexahydro-3H-oxazolo[3,4-a]pyrazin-3-one ClC1=C(NC2=CC=C(C(=C12)Cl)F)C(=O)N1C[C@H]2N(CC1)C(OC2)=O